C1(=CCCCC1)CC1(CCCCC1)C(=O)[O-] 3-cyclohexenylmethyl-3-cyclohexyl-carboxylate